FC1=CC=C2C=CC=C(C2=C1C#C[Si](C(C)C)(C(C)C)C(C)C)B1OC(C)(C)C(C)(C)O1 7-fluoro-8-[(triisopropylsilyl)ethynyl]naphthalene-1-boronic acid pinacol ester